ClC1=CC=C(C(=O)NC2=CC(=CC(=C2)C(=O)C=2C=C3N=C(C=NC3=CC2)N2CCOCC2)F)C=C1 4-chloro-N-(3-fluoro-5-(3-morpholinoquinoxaline-6-carbonyl)phenyl)benzamide